FC1=C(C=C(C=C1)NC(=O)N1[C@H]2CC[C@@H]1CC=1N=CN=CC12)C(F)(F)F (5S,8R)-N-(4-Fluoro-3-(trifluoromethyl)phenyl)-6,7,8,9-tetrahydro-5H-5,8-epiminocyclohepta[d]pyrimidine-10-carboxamide